NC[C@@H]1[C@@H](CN(CC1)C=1C(=C(C(=CC1)S(=O)(=O)N[C@H]1CNCC1)S(=O)(=O)N)C=1N=NNN1)F 4-(cis-4-(aminomethyl)-3-fluoropiperidin-1-yl)-N1-((R)-pyrrolidin-3-yl)-3-(2H-tetrazol-5-yl)benzene-1,2-disulfonamide